C(C)NC(C1=C(C=C(C=C1)F)SC1=CC=C2C(=NN(C2=C1)C1OCCCC1)I)=O N-ethyl-4-fluoro-2-(3-iodo-1-tetrahydropyran-2-yl-indazol-6-yl)sulfanylbenzamide